3-methacryloxypropyltris-methoxysilane C(C(=C)C)(=O)OCCC[Si](OC)(OC)OC